4-(3,3-dimethylpiperazin-1-yl)-N-(2-methylimidazo[1,2-b]pyridazine-6-yl)-2,3-dihydro-1H-pyrrolo[2,3-b]pyridine-1-carboxamide formate C(=O)O.CC1(CN(CCN1)C1=C2C(=NC=C1)N(CC2)C(=O)NC=2C=CC=1N(N2)C=C(N1)C)C